tert-butyl N-[(1R)-2-hydroxy-2-methyl-1-(4-prop-1-ynylphenyl)propyl]carbamate OC([C@@H](C1=CC=C(C=C1)C#CC)NC(OC(C)(C)C)=O)(C)C